CN(CCCC(C(=O)N)=C)C [3-(dimethylamino)propyl]acrylamide